6-Amino-8-cyclopentyl-2-[5-(3,5-dimethyl-piperazin-1-yl)-pyridin-2-ylamino]-8H-pyrido[2,3-d]pyrimidin-7-one NC1=CC2=C(N=C(N=C2)NC2=NC=C(C=C2)N2CC(NC(C2)C)C)N(C1=O)C1CCCC1